C(C=C)(=O)N1CCC(CC1)NC=1C=C2C(=NC=NC2=CC1OC)NC1=C(C=C(OC2=CC(=NC=C2)C(=O)N[C@@H]2COCC2)C=C1)F (S)-4-(4-((6-((1-acryloylpiperidin-4-yl)amino)-7-methoxyquinazolin-4-yl)amino)-3-fluorophenoxy)-N-(tetrahydrofuran-3-yl)picolinamide